3-N-Boc-aminomethylpyrrolidine CC(C)(C)OC(=O)NCC1CCNC1